5-(aminomethyl)-2-[3-(2-chlorophenyl)phenyl]-1,4-oxazepan-3-one NCC1NC(C(OCC1)C1=CC(=CC=C1)C1=C(C=CC=C1)Cl)=O